(3aR,7aS)-3a-(3-fluoro-4,5-dimethoxy-phenyl)-1-methyl-2,3,7,7a-tetrahydroindol-6-one FC=1C=C(C=C(C1OC)OC)[C@@]12CCN([C@H]2CC(C=C1)=O)C